NC=1C=CC(=NC1)N1N=C(C(=C1)C1=CN=C(N1C)C(=O)NC1=CC(=C(C=C1)C(=O)N1[C@H](CNCC1)CC)Cl)C(F)(F)F 5-[1-(5-amino-2-pyridyl)-3-(trifluoromethyl)pyrazol-4-yl]-N-[3-chloro-4-[(2S)-2-ethylpiperazine-1-carbonyl]phenyl]-1-methyl-imidazole-2-carboxamide